4-(((3s,4r)-1-((4-cyanophenyl)sulfonyl)-4-hydroxy-4-(hydroxymethyl)pyrrolidin-3-yl)oxy)-2-fluorobenzonitrile C(#N)C1=CC=C(C=C1)S(=O)(=O)N1C[C@@H]([C@@](C1)(CO)O)OC1=CC(=C(C#N)C=C1)F